NCC1=CC=C(N=N1)N1C(NC(CC1)=O)=O 1-(6-(Aminomethyl)pyridazin-3-yl)dihydropyrimidine-2,4(1H,3H)-dione